(2r,6s)-2-methyl-6-(1-methylpyrazol-4-yl)-4-(p-toluenesulfonyl)morpholine C[C@@H]1CN(C[C@@H](O1)C=1C=NN(C1)C)S(=O)(=O)C1=CC=C(C)C=C1